1-ethyl-5-phenyl-1H-pyrrole-3-carboxylic acid C(C)N1C=C(C=C1C1=CC=CC=C1)C(=O)O